4-(5-((1-(4-(difluoromethyl)phenyl)-4-methyl-1H-1,2,3-triazol-5-yl)methoxy)pyrido[2,3-d]pyridazin-8-yl)piperazin-2-one FC(C1=CC=C(C=C1)N1N=NC(=C1COC1=C2C(=C(N=N1)N1CC(NCC1)=O)N=CC=C2)C)F